2-bromo-3-(2,4-difluorophenoxy)-6-iodopyridine BrC1=NC(=CC=C1OC1=C(C=C(C=C1)F)F)I